(R)-tert-Butyl 4-(1-((4-hydroxy-1-(3-phenylbutanoyl)piperidin-4-yl)methyl)-6-oxo-4-phenyl-1,6-dihydropyridine-3-carbonyl)piperazine-1-carboxylate OC1(CCN(CC1)C(C[C@@H](C)C1=CC=CC=C1)=O)CN1C=C(C(=CC1=O)C1=CC=CC=C1)C(=O)N1CCN(CC1)C(=O)OC(C)(C)C